C(CCCCCCC)(=O)O.C(CCCCCCC)(=O)O.OCC(O)CO.OCC(O)CO diglycerin dioctanoate